C1(CCCCC1)CS(=O)(=O)NC1=NOC2=C1C(=CC(=C2)CN2N=CC(=C2)CNC(OC(C)(C)C)=O)OC tert-butyl ((1-((3-((cyclohexylmethyl)sulfonamido)-4-methoxybenzo[d]isoxazol-6-yl)methyl)-1H-pyrazol-4-yl)methyl)carbamate